3-[5-(difluoromethyl)-1,3,4-thiadiazol-2-yl]-N-[3-(fluoromethyl)oxetan-3-yl]-1-methyl-2-oxo-7-(1,2,3,6-tetrahydropyridin-4-yl)benzimidazole-5-sulfonamide FC(C1=NN=C(S1)N1C(N(C2=C1C=C(C=C2C=2CCNCC2)S(=O)(=O)NC2(COC2)CF)C)=O)F